COC=1N=C2N(C=C(C=C2)C(=C)C)C1 methoxy-6-(prop-1-en-2-yl)imidazo[1,2-a]pyridine